FC1=CC(=CC2=CN(N=C12)C)NC(=O)C1=CC=C(C2=C1N=C(S2)OC)N2CC(C2)CN(C(OC(C)(C)C)=O)C tert-butyl N-[[1-[4-[(7-fluoro-2-methyl-indazol-5-yl)carbamoyl]-2-methoxy-1,3-benzothiazol-7-yl] azetidin-3-yl]methyl]-N-methyl-carbamate